3-(sulfamoyl)phenylboronic acid S(N)(=O)(=O)C=1C=C(C=CC1)B(O)O